FC[C@@](C(=O)N1C[C@@H](N(C[C@H]1C)C=1C2=C(N=CN1)N(CC21CCC1)C1=NC=CC(=C1)C#N)C)(S(=O)(=O)C)C 2-[4-[(2S,5R)-4-[(2R)-3-fluoro-2-methyl-2-methylsulfonyl-propanoyl]-2,5-dimethyl-piperazin-1-yl]spiro[6H-pyrrolo[2,3-d]pyrimidine-5,1'-cyclobutane]-7-yl]pyridine-4-carbonitrile